(5RS,8aRS)-2-[2-chloro-6-fluoro-4-[2-(3-pyridyl)ethynyl]phenyl]-5-methyl-6,7,8,8a-tetrahydro-5H-imidazo[1,5-a]pyridine-1,3-dione ClC1=C(C(=CC(=C1)C#CC=1C=NC=CC1)F)N1C(N2[C@H](CCC[C@H]2C)C1=O)=O |r|